C[Si](CCOCOC=1C=C(C=O)C=CC1OCOCC[Si](C)(C)C)(C)C 3,4-bis((2-(trimethylsilyl)ethoxy)methoxy)benzaldehyde